O1COC2=C1C=CC(=C2)C=CC=CC(=O)N2CCN(CC2)C2=CC=C(C=C2)Br 5-(benzo[d][1,3]dioxol-5-yl)-1-(4-(4-bromophenyl)piperazin-1-yl)penta-2,4-dien-1-one